C1(CC1)C1=NC(=CC(=C1)C1=C(C=C(C#N)C=C1)C1=NN=CN1C)N1C(C2=CC(=CC=C2C1)CN[C@H]1C(N(CC1)C)=O)=O 4-{2-cyclopropyl-6-[6-({[(3R)-1-methyl-2-oxopyrrolidin-3-yl]amino}methyl)-1-oxo-3H-isoindol-2-yl]pyridin-4-yl}-3-(4-methyl-1,2,4-triazol-3-yl)benzonitrile